ClC1=C(C(=CC=C1)F)C1=CC(=C2C(=N1)CNC2=O)NC2=CC=C(C=N2)CC(=O)NCC 2-(6-((2-(2-chloro-6-fluorophenyl)-5-oxo-6,7-dihydro-5H-pyrrolo[3,4-b]pyridin-4-yl)amino)pyridin-3-yl)-N-ethylacetamide